O(C1=CC=CC=C1)CCNC(=O)N1C=NC2=NC=CC=C21 N-(2-Phenoxyethyl)-1H-imidazo[4,5-b]pyridine-1-carboxamide